C(CCC)N(CCCC)NC(CN)C Dibutylaminopropylenediamine